CN(C(C)=O)C1=C(C=C(C=C1)SC(F)(F)F)[N+](=O)[O-] N-methyl-N-[2-nitro-4-[(trifluoromethyl)thio]phenyl]acetamide